C(C)(=O)N[C@H](C(=O)OCC1=CC=C(C=C1)OC)[C@@H](C)O (2S,3R)-4-methoxybenzyl 2-acetamido-3-hydroxybutanoate